Cl.NCCCCCCO 6-Aminohexanol hydrochloride